FC(OC1=NC=C(C(=O)NCC=2C(=NN3N=CC=CC32)C(F)F)C=C1F)F 6-(difluoromethoxy)-N-((2-(difluoromethyl)pyrazolo[1,5-b]pyridazin-3-yl)methyl)-5-fluoronicotinamide